N1C(CCC1)C=1C=CC=C2CCNCC12 8-(pyrrolidin-2-yl)-1,2,3,4-tetrahydroisoquinoline